3-(2-methyl-4-(2',3',4',5'-tetrahydro-[1,1'-biphenyl]-4-yl)-1H-benzo[d]imidazol-1-yl)propan-1-ol CC1=NC2=C(N1CCCO)C=CC=C2C2=CC=C(C=C2)C=2CCCCC2